N-{2-hydroxy-5-[(5-methoxypyridin-2-yl)methoxy]phenyl}-1,3-thiazole-5-carboxamide OC1=C(C=C(C=C1)OCC1=NC=C(C=C1)OC)NC(=O)C1=CN=CS1